CN1N=C(C=CC1=O)C=1C(=NC=CN1)C(C)NC(C1=CC(=CC(=C1)C(F)(F)F)C(F)(F)F)=O N-[1-[3-(1-methyl-6-oxo-pyridazin-3-yl)pyrazin-2-yl]ethyl]-3,5-bis(trifluoromethyl)benzamide